6-(3-methyl-1H-indol-2-yl)pyrazine-2-carboxamide CC1=C(NC2=CC=CC=C12)C1=CN=CC(=N1)C(=O)N